mono-3-butenylphosphonate C(CC=C)OP([O-])=O